CC(CC1C(C1)C(=O)O)C 2-(2-METHYLPROPYL)CYCLOPROPANE-1-CARBOXYLIC ACID